5-(cyclohexylmethyl)-2-methylbenzofuran-3-carboxylic acid C1(CCCCC1)CC=1C=CC2=C(C(=C(O2)C)C(=O)O)C1